NCC=1SC(=C(N1)C)C1=NSC(=N1)C1=CC(=C(C(=O)O)C=C1F)O 4-[3-[2-(aminomethyl)-4-methyl-thiazol-5-yl]-1,2,4-thiadiazol-5-yl]-5-fluoro-2-hydroxy-benzoic acid